C1(CC2C(CC1)O2)CCC[Si](OCC)(OCC)OCC (3,4-epoxycyclohexyl)propyltriethoxysilane